tert-butyl (2-(5-(2-nitrophenyl)-2-(4-(trifluoromethyl)phenyl)oxazole-4-carboxamido)ethyl)carbamate [N+](=O)([O-])C1=C(C=CC=C1)C1=C(N=C(O1)C1=CC=C(C=C1)C(F)(F)F)C(=O)NCCNC(OC(C)(C)C)=O